2-Amino-4-(3-((S)-3-((dimethylamino)methyl)pyrrolidin-1-yl)-5-fluoro-7,9-dihydrofuro[3,4-f]quinazolin-6-yl)-7-fluorothieno[3,2-c]pyridine-3-carbonitrile NC1=C(C=2C(=NC=C(C2S1)F)C=1C2=C(C=3C=NC(=NC3C1F)N1C[C@@H](CC1)CN(C)C)COC2)C#N